NC1=C2C(=NC=N1)N(N=C2C=2NC1=CC(=CC=C1C2Cl)C(=O)NCCO)C(C)(C)C 2-(4-Amino-1-tert-butyl-pyrazolo[3,4-d]pyrimidin-3-yl)-3-chloro-N-(2-hydroxyethyl)-1H-indole-6-carboxamide